O=C1C2=CC(=CC=C2C=2C=CC(=CC12)S(=O)(=O)NCCC)S(=O)(=O)NCCC 9-oxo-N2,N7-dipropyl-9H-fluorene-2,7-disulfonamide